1,4-bis[(4-methylphenoxy)methyl]Benzene CC1=CC=C(OCC2=CC=C(C=C2)COC2=CC=C(C=C2)C)C=C1